CS(=O)(=O)C1=C(C=CC=C1)CO (2-(methylsulfonyl)phenyl)methanol